diethyl 2,5-dimethylterephthalate CC1=C(C(=O)OCC)C=C(C(=C1)C(=O)OCC)C